C(C)(C)(C)C=1C(=C(C=C(C1)C=C)C1=C(C(=CC(=C1)C=C)C(C)(C)C)OP1OC2=C(C3=C(O1)C=CC=C3)C=CC=C2)OP2OC3=C(C1=C(O2)C=CC=C1)C=CC=C3 6,6'-(3,3'-di-tert-butyl-5,5'-divinylbiphenyl-2,2'-diyl)bis(oxy)didibenzo[1,3,2]dioxaphosphepin